4-((1S,2S,4R)-bicyclo[2.2.1]heptan-2-ylamino)-2-(methylthio)pyrimidine-5-carbaldehyde [C@H]12[C@H](C[C@H](CC1)C2)NC2=NC(=NC=C2C=O)SC